N-(4-fluorobicyclo[4.2.0]octa-1(6),2,4-trien-7-yl)-1-(4-nitrophenyl)cyclobutane-1-carboxamide FC=1C=CC=2CC(C2C1)NC(=O)C1(CCC1)C1=CC=C(C=C1)[N+](=O)[O-]